(S)-5-(1-(cyclopropylmethyl)-5-(3,5-dimethylisoxazol-4-yl)-1H-benzo[d]imidazol-2-yl)-1-(3,4-difluorophenyl)pyrrolidin-2-one C1(CC1)CN1C(=NC2=C1C=CC(=C2)C=2C(=NOC2C)C)[C@@H]2CCC(N2C2=CC(=C(C=C2)F)F)=O